4-amino-7-fluoro-N-methyl-N-((3S)-6-(2-propanylsulfonyl)-2,3-dihydro-1-benzofuran-3-yl)-1,3-dihydrofuro[3,4-c]quinoline-8-carboxamide NC1=NC=2C=C(C(=CC2C2=C1COC2)C(=O)N([C@@H]2COC1=C2C=CC(=C1)S(=O)(=O)C(C)C)C)F